4-chloro-3-(4-fluoro-2H-1,2,3-triazol-2-yl)aniline ClC1=C(C=C(N)C=C1)N1N=CC(=N1)F